4-(4-Methanesulfonylphenyl)-2-(morpholin-4-yl)-8-(1H-pyrazol-3-yl)-[1,7]naphthyridine CS(=O)(=O)C1=CC=C(C=C1)C1=CC(=NC2=C(N=CC=C12)C1=NNC=C1)N1CCOCC1